(4-((2-(trifluoromethyl)pyridin-4-yl)oxy)phenyl)methanol FC(C1=NC=CC(=C1)OC1=CC=C(C=C1)CO)(F)F